OCC(C)(C)N1C=NC2=C1C(=CC(=C2)O)C(F)(F)F 1-(2-hydroxy-1,1-dimethylethyl)-7-(trifluoromethyl)-1H-1,3-benzimidazol-5-ol